O-(4-chloro-2-methoxy-phenyl) chloromethanethioate ClC(OC1=C(C=C(C=C1)Cl)OC)=S